C(C)OC1=CC=C(C=C1)S(/C=C/CNC(=O)C=1C(NC=2CCCCC2C1)=O)(=O)=N N-[(2E)-3-[(4-ethoxyphenyl)(imino)oxo-λ6-sulfanyl]prop-2-en-1-yl]-2-oxo-1,2,5,6,7,8-hexahydroquinoline-3-carboxamide